N-ethylbenzenesulfonamide C(C)NS(=O)(=O)C1=CC=CC=C1